2-(5-(cyclopropylmethyl)-3-(4-fluoro-3-(1H-imidazol-2-yl)phenyl)-4-(3-fluoro-4-sulfamoylbenzyl)-1H-pyrazol-1-yl)thiazole-4-carboxylic acid C1(CC1)CC1=C(C(=NN1C=1SC=C(N1)C(=O)O)C1=CC(=C(C=C1)F)C=1NC=CN1)CC1=CC(=C(C=C1)S(N)(=O)=O)F